C(C=C)OCCCCCCN1C=[N+](C=C1)CCCCCCOCC=C 1,3-bis(6-allyloxyhexyl)imidazolium